BrC1=NN(C=C1F)C1=NC2=CC(=NC=C2C=C1)CNC(=O)C=1C=C2[C@](COCC2=CC1)(C)C#N (R)-N-((2-(3-bromo-4-fluoro-1H-pyrazol-1-yl)-1,6-naphthyridin-7-yl)methyl)-4-cyano-4-methylisochromane-6-carboxamide